N-methyl-2-{1-[(5-methyl-3-trifluoromethyl-1H-pyrazol-1-yl)-acetyl]-piperidin-4-yl}-N-[(1R)-1,2,3,4-tetrahydronaphthalen-1-yl]-4-thiazolecarboxamide CN(C(=O)C=1N=C(SC1)C1CCN(CC1)C(CN1N=C(C=C1C)C(F)(F)F)=O)[C@@H]1CCCC2=CC=CC=C12